N1CNCC12CCCCC2 1,3-diazaspiro[4.5]decane